pyrimidin-yl-carbamic acid tert-butyl ester C(C)(C)(C)OC(NC1=NC=CC=N1)=O